4,6-dithia-1,9-nonanediol C(CCSCSCCCO)O